COC(C1CCN(CC1)C1=CC=C(C=C1)C1C=2C=CC(CC2CCC1C1=CC=C(C=C1)F)(O)[2H])OC 5-(4-(4-(dimethoxymethyl)piperidin-1-yl)phenyl)-6-(4-fluorophenyl)-5,6,7,8-tetrahydronaphthalen-2-ol-2-d